FC(C=1C=CC(=NC1)CNC(=O)C1=CC=2C3=C(C=NC2C=C1)C=NN3)(F)F N-((5-(trifluoromethyl)-2-pyridinyl)methyl)-1H-pyrazolo[4,3-c]quinoline-8-carboxamide